tert-butyl (2-((6-iodopyridin-3-yl)oxy)ethyl)carbamate IC1=CC=C(C=N1)OCCNC(OC(C)(C)C)=O